(R)-N-methyl-3-phenyl-3-[(benzo[d][1,3]dioxolan-4-yl)oxy]propylamine oxalate C(C(=O)O)(=O)O.CNCC[C@@H](OC1=CC=CC=2OCOC21)C2=CC=CC=C2